Sodium (2S,5R)-2-(N-((R)-1-methylpiperidine-3-carbonyl)carbamimidoyl)-7-oxo-1,6-diazabicyclo[3.2.1]octan-6-yl Sulfate S(=O)(=O)(ON1[C@@H]2CC[C@H](N(C1=O)C2)C(NC(=O)[C@H]2CN(CCC2)C)=N)[O-].[Na+]